CC(C)CC(C1(CCC1)C2=CC=C(C=C2)Cl)N(C)C The molecule is an organochlorine compound and a tertiary amino compound. It has a role as an anti-obesity agent and a serotonin uptake inhibitor.